C(C)OC(=O)N1CC2(CC(C2)N2CCC(CC2)C2=CC=NN2C)CC1 (2r,4s)-2-[4-(1-methyl-1H-pyrazol-5-yl)piperidin-1-yl]-6-azaspiro[3.4]octane-6-carboxylic acid ethyl ester